FC=1C=CC(=C(C1)C1=CC2=C(N(C(N2)=O)[C@H](CS(=O)(=O)C)C2=NC(=C(C=C2)OC)OCC)C=C1)C (S)-5-(5-fluoro-2-methylphenyl)-1-(1-(6-ethoxy-5-methoxypyridin-2-yl)-2-(methylsulfonyl)ethyl)-1H-benzo[d]imidazol-2(3H)-one